[C@H]12CNC[C@@H]2C1C(=O)N1CCN(CC1)C(=O)C1=C(C=C(C=C1)NC(=O)C=1N(C(=CN1)C=1C(=NN(C1)C1=NC=CC=N1)C(F)(F)F)C)Cl N-[4-[4-[(1R,5s)-3-azabicyclo[3.1.0]hexane-6-carbonyl]piperazine-1-carbonyl]-3-chloro-phenyl]-1-methyl-5-[1-pyrimidin-2-yl-3-(trifluoromethyl)pyrazol-4-yl]imidazole-2-carboxamide